methyl 5-(benzo[d]oxazol-2-yl)-2-bromoisonicotinate O1C(=NC2=C1C=CC=C2)C2=CN=C(C=C2C(=O)OC)Br